C1(CC=CC=C1)=CC(=O)C=C1CC=CC=C1 dibenzenylideneacetone